ClC=1N=C(C2=C(N1)C[C@]1(CCC3=CC=CC(=C13)F)N(C2)C)N2CC=1N(CCC2)N=C(C1)C1=NC(=NO1)C 5-[5-[(7S)-2-chloro-7'-fluoro-6-methyl-spiro[5,8-dihydropyrido[4,3-d]pyrimidine-7,1'-indane]-4-yl]-4,6,7,8-tetrahydropyrazolo[1,5-a][1,4]diazepin-2-yl]-3-methyl-1,2,4-oxadiazole